BrC=1C=C(C=NC1)C1=C(C(=O)N(C)C)C=CC=C1 (5-bromo-3-pyridinyl)-N,N-dimethyl-benzamide